(9aR,10S)-10-((R)-(2,3-difluorophenyl)(3-fluorophenyl)methyl)-3,5-dioxo-3,5,8,9,9a,10-hexahydro-7H-pyrrolo[1',2':4,5]pyrazino[1,2-b]pyridazin-4-yl methyl carbonate C(OC1=C2N(N=CC1=O)[C@H]([C@@H]1N(C2=O)CCC1)[C@H](C1=CC(=CC=C1)F)C1=C(C(=CC=C1)F)F)(OC)=O